(S)-2-(2-(2-chloro-4-(trifluoromethyl)phenoxy)acetyl)-8-(3-(trifluoromethyl)phenyl)-1,3,4,12a-tetrahydrobenzo[e]pyrazino[1,2-a][1,4]diazepine-6,12(2H,11H)-dione ClC1=C(OCC(=O)N2C[C@@H]3N(C(C4=C(NC3=O)C=CC(=C4)C4=CC(=CC=C4)C(F)(F)F)=O)CC2)C=CC(=C1)C(F)(F)F